ClCCN1CCN(CC1)C1=NN(C(=C1)C1CCC1)C1=CC2=C(OC(O2)(F)F)C=C1 1-(2-chloroethyl)-4-[5-cyclobutyl-1-(2,2-difluoro-1,3-benzodioxol-5-yl)pyrazol-3-yl]piperazine